3-[2-[2-bromo-4-(8-chloro-4-oxo-chromen-2-yl)phenoxy]ethoxy]cyclobutanecarboxylic acid BrC1=C(OCCOC2CC(C2)C(=O)O)C=CC(=C1)C=1OC2=C(C=CC=C2C(C1)=O)Cl